C[NH+](CC1=CC=C(C=C1)C=C)C dimethyl-(4-vinylbenzyl)ammonium